CNS(=O)(=O)C=1C=CC(=C(C1)C=1N=CN(C1)CCOCCOCCCC(=O)N)NCC1=CC=C(C=C1)C(F)(F)F [2-[2-[2-[4-[5-(methylsulfamoyl)-2-[[4-(trifluoromethyl)phenyl]methylamino]phenyl]imidazol-1-yl]ethoxy]ethoxy]ethyl]acetamide